ethyl chloride C(C)Cl